N-[1-[(2,4-dichlorophenyl)methyl]indazol-3-yl]-2,4-difluoro-benzamide ClC1=C(C=CC(=C1)Cl)CN1N=C(C2=CC=CC=C12)NC(C1=C(C=C(C=C1)F)F)=O